Methyl 2-((1-(2-(3-azabicyclo[3.1.0]hexan-3-yl)-5-fluoro-3,6-dimethyl-4-oxo-3,4-dihydroquinazolin-8-yl)ethyl)amino)benzoate C12CN(CC2C1)C1=NC2=C(C=C(C(=C2C(N1C)=O)F)C)C(C)NC1=C(C(=O)OC)C=CC=C1